N-(2-((2-((3-amino-1H-indazol-6-yl)amino)-5-chloropyrimidin-4-yl)amino)phenyl)methylsulfonamide NC1=NNC2=CC(=CC=C12)NC1=NC=C(C(=N1)NC1=C(C=CC=C1)CNS(=O)=O)Cl